NC1=NC=C(C2=C1C(=C(N2C)C2=C(C=C(C=C2)NC(C(=C)F)=O)C)C=2C=C(C(=NC2)C(=O)NCC2(CC2)F)Cl)C#CCN(C)C 5-{4-amino-7-[3-(dimethylamino)prop-1-ynyl]-2-{4-[(2-fluoroacrylamido)]-2-methylphenyl}-1-methylpyrrolo[3,2-c]pyridin-3-yl}-3-chloro-N-[(fluorocyclopropyl)methyl]pyridine-2-carboxamide